2-[(2E)-2-(aminomethyl)-3-fluoroprop-2-en-1-yl]-4-[3-(2,3-dihydro-1,4-benzodioxin-6-yl)phenyl]-2,4-dihydro-3H-1,2,4-triazol-3-one hydrochloride Cl.NC/C(/CN1N=CN(C1=O)C1=CC(=CC=C1)C1=CC2=C(OCCO2)C=C1)=C\F